N-(2-(1-benzyl-1H-indol-3-yl)ethyl)-N-(phenylethynyl)methanesulfonamide C(C1=CC=CC=C1)N1C=C(C2=CC=CC=C12)CCN(S(=O)(=O)C)C#CC1=CC=CC=C1